2-chloro-9-(4-(4-chloro-1-methyl-1H-imidazol-2-yl)benzyl)-7-methyl-6-(prop-1-yn-1-yl)-7,9-dihydro-8H-purin-8-imine ClC1=NC(=C2N(C(N(C2=N1)CC1=CC=C(C=C1)C=1N(C=C(N1)Cl)C)=N)C)C#CC